N-[(E)-N-[2-(1,3-dioxoisoindolin-2-yl)propionyl]-C-methylsulfanyl-carboimidoyl]carbamic acid tert-butyl ester C(C)(C)(C)OC(N/C(=N\C(C(C)N1C(C2=CC=CC=C2C1=O)=O)=O)/SC)=O